1-ethoxy-3-methyl-1-oxobut-3-en-2-yl 5-[2-chloro-4-(trifluoromethyl) phenoxy]-2-nitrobenzoate ClC1=C(OC=2C=CC(=C(C(=O)OC(C(=O)OCC)C(=C)C)C2)[N+](=O)[O-])C=CC(=C1)C(F)(F)F